2-chloro-4-methyl-5-(3-(p-tolyl)acryloyl)thieno[2,3-b]pyridin-6(7H)-one ClC1=CC2=C(NC(C(=C2C)C(C=CC2=CC=C(C=C2)C)=O)=O)S1